CC(CC(=O)O)(C(C)(C)C)C 3,3,4,4-tetramethylpentanoic acid